N1([C@H]2[C@@H](CC1)COC2)C2=NC=CC(=N2)NC=2N=CC1=C(C=CC(=C1C2)C(C)C)N2[C@@H]([C@H](C2)CS(=O)(=O)C)C N-{2-[(3aR,6aS)-hexahydro-1H-furo[3,4-b]pyrrol-1-yl]pyrimidin-4-yl}-8-[(2R,3S)-3-(methanesulfonylmeth-yl)-2-methylazetidin-1-yl]-5-(propan-2-yl)isoquinolin-3-amine